5-(benzyloxy)-1-[(4-methoxyphenyl)methyl]-4-methylidene-1,2,3,4-tetrahydro-1,8-naphthyridine C(C1=CC=CC=C1)OC1=C2C(CCN(C2=NC=C1)CC1=CC=C(C=C1)OC)=C